1-(1-methoxy-3,3-dimethyl-1-oxobutan-2-yl)-1H-1,2,3-triazole COC(C(C(C)(C)C)N1N=NC=C1)=O